(1r,2r)-5'-fluoro-2-{7-fluoro-3-[(5-methoxy-2-methylpyrimidin-4-yl)amino]-1H-indazol-6-yl}spiro[cyclopropane-1,3'-indol]-2'(1'H)-one FC=1C=C2[C@]3(C(NC2=CC1)=O)[C@@H](C3)C3=CC=C1C(=NNC1=C3F)NC3=NC(=NC=C3OC)C